(3-(5-methoxybenzo[d]thiazol-2-yl)pyridin-4-yl)-2-(methylsulfonyl)acetamide COC=1C=CC2=C(N=C(S2)C=2C=NC=CC2C(C(=O)N)S(=O)(=O)C)C1